BrC=1C=C(OC2=C(C=C(C(=C2C)C)[N+](=O)[O-])F)C=CC1 2-(3-bromophenoxy)-1-fluoro-3,4-dimethyl-5-nitrobenzene